rac-tert-butyl (1S,5S,6S,7R)-6-fluoro-7-hydroxy-3-oxa-9-azabicyclo[3.3.1]nonane-9-carboxylate F[C@H]1[C@@H]2COC[C@H](C[C@H]1O)N2C(=O)OC(C)(C)C |r|